(1'R,2'R)-5'-methyl-4-pentyl-2'-(prop-1-en-2-yl)-3-(1H-tetrazol-5-yl)-1',2',3',4'-tetrahydro-[1,1'-biphenyl]-2,6-diol CC=1CC[C@H]([C@@H](C1)C=1C(=C(C(=CC1O)CCCCC)C1=NN=NN1)O)C(=C)C